OC1N(C(C2=CC=CC=C2C1)=O)C hydroxy-2-methyl-3,4-dihydroisoquinolin-1(2H)-one